The molecule is an icosanoid that is (5Z,9E,14Z)-icosa-5,9,14-trienoic acid carrying four hydroxy substituents at positions 8, 11, 12 and 20. An intermediary metabolite from the 12(R)-lipoxygenase pathway. It has a role as a human metabolite. It is a long-chain fatty acid, a straight-chain fatty acid, a trienoic fatty acid, an icosanoid and a hydroxy polyunsaturated fatty acid. It derives from a (5Z,9E,14Z)-icosa-5,9,14-trienoic acid. C(CC/C=C\\C[C@H](C(/C=C/C(C/C=C\\CCCC(=O)O)O)O)O)CCO